FC=1C(=NC(=NC1)NC1=C(C(=CC=C1)S(=O)(=O)C)F)C1=CNC2=C(C=CC=C12)NC([C@@H](COC)N1CCN(CC1)C)=O (R)-N-(3-(5-Fluoro-2-(2-fluoro-3-(methylsulfonyl)phenylamino)pyrimidin-4-yl)-1H-indol-7-yl)-3-methoxy-2-(4-methylpiperazin-1-yl)propanamid